DIphosphorus P#P